racemic-3-(3-chloro-4-fluorophenyl)-1-methyl-1-(6-oxo-1,2,3,4,5,6,7,8,9,10-decahydrophenanthridin-1-yl)urea ClC=1C=C(C=CC1F)NC(N([C@@H]1CCCC=2NC(C=3CCCCC3C12)=O)C)=O |r|